C([O-])([O-])=O.[Zr+].[NH4+] Ammonium zirconium carbonat